CN1N=CC(=C1C1=CC=2N(C=C1)N=C(C2)NC(=O)[C@H]2[C@@H](C2)C(F)(F)F)OC[C@@H]2N(CC2)C trans-N-[5-[2-methyl-4-[((2R)-1-methylazetidin-2-yl)methoxy]pyrazol-3-yl]pyrazolo[1,5-a]pyridin-2-yl]-2-(trifluoromethyl)cyclopropanecarboxamide